C(#N)C=1C=C(C=CC1)S(=O)(=O)NC1CC(C1)NC1=C2C(=NC=C1C=1SC(=CN1)C(=O)NC)NC=C2 2-(4-(((1s,3s)-3-((3-cyanophenyl)sulfonamido)cyclobutyl)amino)-1H-pyrrolo[2,3-b]pyridin-5-yl)-N-methylthiazole-5-carboxamide